6-((tertbutoxycarbonylamino)methyl)benzothiazole-2-carboxylic acid C(C)(C)(C)OC(=O)NCC1=CC2=C(N=C(S2)C(=O)O)C=C1